ClC=1C=CC(=C(C1)NC(C(=O)N[C@H](C(=O)NC1=CC2=C(NC(=N2)C(=O)O)C=C1)CC1=CC=CC=C1)=O)N1N=NN=C1 (S)-5-(2-(2-((5-chloro-2-(1H-tetrazol-1-yl)Phenyl)amino)-2-oxoacetamido)-3-phenylpropionamido)-1H-benzo[d]Imidazole-2-carboxylic acid